NC1=C2N=C(N(C2=NC=N1)CCC(=O)NCC)SC1=CC2=C(CCO2)C=C1I 3-[6-Amino-8-(5-iodo-2,3-dihydro-benzofuran-6-ylsulfanyl)-purin-9-yl]-N-ethyl-propionamide